BrC=1C=NN(C1C)CC(CC)(O)C (4-bromo-5-methyl-1H-pyrazol-1-yl)-2-methylbutan-2-ol